2,2-dihydroxy-1,3-propylene diisocyanate OC(CN=C=O)(CN=C=O)O